ClCCCCCCOCCO 2-((6-chlorohexyl)oxy)ethan-1-ol